Cl.Cl.FC1=C(C=CC(=C1)C1NCCC1)C=1N=C2SC3=C(N2C1)C=CC(=C3)C3N(CCC(C3)C(=O)N)C (2-(2-fluoro-4-(pyrrolidin-2-yl)phenyl)benzo[d]imidazo[2,1-b]thiazol-7-yl)-1-methylpiperidine-4-carboxamide dihydrochloride